4-(1-([2,3'-bipyridin]-6'-yl)-5-hydroxy-1H-pyrazol-4-yl)benzonitrile N1=C(C=CC=C1)C=1C=NC(=CC1)N1N=CC(=C1O)C1=CC=C(C#N)C=C1